rac-methyl (1R,6S)-2-azabicyclo[4.2.0]octane-1-carboxylate hydrochloride Cl.[C@]12(NCCC[C@H]2CC1)C(=O)OC |r|